C(#N)CCP(O)(N(C(C)C)C(C)C)O[C@H]1[C@H]([C@@](O[C@@H]1CO)(N1C(=O)NC(=O)C=C1)COCCC#N)O (2-cyanoethoxymethyl)uridine 3'-O-(2-cyanoethyl N,N-diisopropylphosphoroamidite)